COC=1C=C(CN(C(=O)N2C3CNCC2CC3)C)C=CC1 N-(3-methoxybenzyl)-N-methyl-3,8-diazabicyclo[3.2.1]Octane-8-carboxamide